C1=CC(=CC=2OC3=C(C21)C=CC=C3)N(C3=CC=C(C=C3)C3=CC2=C(N=C(O2)C2=CC=CC=C2)C=C3)C3=CC=C(C=C3)C3=CC2=C(N=C(O2)C2=CC=CC=C2)C=C3 N-(dibenzofuran-3-yl)-N,N-bis{4-(2-phenyl-benzooxazole-6-yl)-phenyl}-amine